COC=1[C@H](N=C([C@@H](N1)C[Si](C)(C)C)OC)C(C)C (2R,5R)-3,6-dimethoxy-2-(propan-2-yl)-5-[(trimethylsilyl)methyl]-2,5-dihydropyrazine